FC(C(NC1=CC=C(C=C1)C1=CC=2C(=NC=CC2N1COCC[Si](C)(C)C)N1CCOCC1)C1CCN(CC1)C(=O)OC(C)(C)C)(F)F tert-butyl 4-(2,2,2-trifluoro-1-((4-(4-morpholino-1-((2-(trimethylsilyl)ethoxy)methyl)-1H-pyrrolo[3,2-c]pyridin-2-yl)phenyl)amino)ethyl)piperidine-1-carboxylate